(S,4S,4'S,7S,7'S,9aS,9a'S)-N,N'-(methylenebis(4,1-phenylene))bis(8,8-dimethyl-4-((S)-2-(methylamino)propanamido)-5-oxooctahydropyrrolo[2,1-b][1,3]thiazepine-7-carboxamide) C(C1=CC=C(C=C1)NC(=O)[C@@H]1C(C[C@@H]2SCC[C@@H](C(N21)=O)NC([C@H](C)NC)=O)(C)C)C2=CC=C(C=C2)NC(=O)[C@@H]2C(C[C@@H]1SCC[C@@H](C(N12)=O)NC([C@H](C)NC)=O)(C)C